6,6-bis(non-3-yn-1-yloxy)hexanoic acid 6-bromohexyl ester BrCCCCCCOC(CCCCC(OCCC#CCCCCC)OCCC#CCCCCC)=O